n-hexyl-tri(t-butoxy)tin C(CCCCC)[Sn](OC(C)(C)C)(OC(C)(C)C)OC(C)(C)C